C(=O)(O)C1=C(C(=CC(=C1)C(=O)O)C(=O)O)C1=CC(=NC=C1)C1=NC(=CC=C1)C1=NC=CC=C1 4-(2,4,6-tricarboxylphenyl)-2,2':6',2''-terpyridine